C(C)NCC=1C=C(N)C=CC1 3-((ethylamino)methyl)aniline